N-(5-(4-methyl-1-(tetrahydro-2H-pyran-2-yl)-1H-pyrazol-5-yl)-8-(methylamino)-2,7-naphthyridin-3-yl)cyclopropanecarboxamide CC=1C=NN(C1C1=C2C=C(N=CC2=C(N=C1)NC)NC(=O)C1CC1)C1OCCCC1